(5-chloro-2-nitrophenyl)-2-morpholinopyrimidin-5-amine ClC=1C=CC(=C(C1)C1=NC(=NC=C1N)N1CCOCC1)[N+](=O)[O-]